4-(((2-(4-(4-(dimethylamino)benzyl)piperazine-1-carbonyl)-4-fluorophenyl)amino)methyl)-1,3-dimethyl-1,3-dihydro-2H-imidazol-2-one CN(C1=CC=C(CN2CCN(CC2)C(=O)C2=C(C=CC(=C2)F)NCC=2N(C(N(C2)C)=O)C)C=C1)C